C1(CC1)C=1C(=CC(N2[C@H](CSC12)C(=O)O)=O)CC1=CC=CC2=CC=CC=C12 (3S)-7-cyclopropyl-6-[(1-naphthyl)methyl]-4-oxo-1-thia-3a-aza-3-indanecarboxylic acid